O=C1O[C@]2(C(N1CC(N1C[C@@H](CC1)C1=CC=CC=C1)=O)=O)CCC1=CC(=CC=C12)NC(=O)NC (R)-(2',4'-dioxo-3'-(2-oxo-2-((S)-3-phenylpyrrolidin-1-yl)ethyl)-2,3-dihydrospiro[indene-1,5'-oxazolidine]-5-yl)-3-methylurea